C(C)C1=NN(C(=C1)CC=1C(=NC=CC1)C1=C(C=C(C=C1)F)[C@@H](C)O)C(=O)N(C)C (R)-3-ethyl-5-((2-(4-fluoro-2-(1-hydroxyethyl)phenyl)pyridin-3-yl)methyl)-N,N-dimethyl-1H-pyrazole-1-carboxamide